2-(4-chloro-5-methoxypicolinoyl)-9,9-dimethyl-8-oxo-2-azaspiro[4.5]dec-6-ene-7-carbonitrile ClC1=CC(=NC=C1OC)C(=O)N1CC2(CC1)C=C(C(C(C2)(C)C)=O)C#N